C(C)(=O)OCNC(COC1=CC=C(C=C1)Cl)=O (2-(4-chlorophenoxy)acetamido)methyl acetate